2-((2S,5R)-5-methyl-2-phenyl-4-pivaloylpiperazin-1-yl)-2-oxo-N-(1-(tetrahydro-2H-pyran-2-yl)-1H-pyrazolo[4,3-c]pyridin-7-yl)acetamide C[C@H]1N(C[C@@H](N(C1)C(C(=O)NC=1C2=C(C=NC1)C=NN2C2OCCCC2)=O)C2=CC=CC=C2)C(C(C)(C)C)=O